Isopropyl trimethoxycinnamate COC1=C(C(=C(C(=O)OC(C)C)OC)OC)C=CC=C1